O=C(C(=O)O)C=1C=C(C=CC1)C 2-oxo-2-(m-tolyl)acetic acid